ethyl 2-chloro-beta-(2-chloro-4-fluorophenyl)-3,5-dimethoxy-alpha-methylene-gamma-oxobenzenebutyrate ClC1=C(C=C(C=C1OC)OC)C(C(C(C(=O)OCC)=C)C1=C(C=C(C=C1)F)Cl)=O